ClC1=C2C(=CC(=CC2=CC=C1)O)C1=C(C=C2C(=NC(=NC2=C1F)OCC12CCCN2CC(C1)C(F)F)N1C[C@@]2(CC[C@H](C1)N2)C)F 5-chloro-4-(2-((2-(difluoromethyl)tetra-hydro-1H-pyrrolizin-7a(5H)-yl)methoxy)-6,8-difluoro-4-((1S,5R)-1-methyl-3,8-diaza-bicyclo[3.2.1]octan-3-yl)quinazolin-7-yl)-naphthalen-2-ol